C(C(=O)[O-])(=O)[O-].[Ac+3].C(C(=O)[O-])(=O)[O-].C(C(=O)[O-])(=O)[O-].[Ac+3] actinium oxalate